N6-((S)-piperidin-3-yl)pyridin-2,6-diamine N1C[C@H](CCC1)NC1=CC=CC(=N1)N